dihydro-cyclopentapyrazine N1CCN=C2C1=CC=C2